(S or R)-(5-(pyridin-2-ylsulfonyl)-3,4,5,6-tetrahydropyrrolo[3,4-c]pyrrol-2(1H)-yl)(tetrahydro-2H-pyran-3-yl)methanone N1=C(C=CC=C1)S(=O)(=O)N1CC2=C(C1)CN(C2)C(=O)[C@@H]2COCCC2 |o1:19|